O=C1NC(CCC1N1C(C2=CC=CC(=C2C1=O)OCC(=O)NCCCCCCCCC(=O)N)=O)=O 9-(2-((2-(2,6-dioxopiperidin-3-yl)-1,3-dioxoisoindolin-4-yl)oxy)acetamido)nonanamide